FC1=C(OC2CCN(CC2)C=2SC3=C(C(N2)=O)C=C(C=C3[N+](=O)[O-])C(F)(F)F)C=CC(=C1)C 2-(4-(2-fluoro-4-methylphenoxy)piperidin-1-yl)-8-nitro-6-(trifluoromethyl)-4H-benzo[e][1,3]thiazin-4-one